COC([C@@H](NC(=O)OC(C(F)(F)C=1C=C(C=CC1)C1=CC=CC=C1)C(C)C)CC(C)C)=O (((1-([1,1'-biphenyl]-3-yl)-1,1-difluoro-3-methylbutan-2-yl)oxy)carbonyl)-L-leucine methyl ester